Methyl 6-(3-butoxy-4-chloro-2-fluorophenyl)-3-chloropicolinate C(CCC)OC=1C(=C(C=CC1Cl)C1=CC=C(C(=N1)C(=O)OC)Cl)F